C(C)(C)(C)OC(=O)N1C(C2=CC=CC=C2C1)C=1C=CC2=C(C=CO2)C1 (benzofuran-5-yl)isoindoline-2-carboxylic acid tert-butyl ester